(S)-4-(bicyclo[1.1.1]pentan-1-ylamino)-2-(tetrahydro-2H-pyran-3-ylamino)pyrimidine-5-carboxamide C12(CC(C1)C2)NC2=NC(=NC=C2C(=O)N)N[C@@H]2COCCC2